C(C)(C)(C)[C@@H]1[C@H](C1)C=1C=2N(N=C(C1)C=1C(=NC(=NC1)OC)OC)C=CN2 8-((1S,2S)-2-(tert-butyl)cyclopropyl)-6-(2,4-dimethoxypyrimidin-5-yl)imidazo[1,2-b]pyridazine